1-(5,6,7,8-tetrahydronaphthyl)-1,2,4-triazine C1(=CC=CC=2CCCCC12)N1NC=NC=C1